FC1(CCN(CC1)C=1C=2N(C=C(N1)NC(OC(C)(C)C)=O)C(=CN2)F)F tert-butyl (8-(4,4-difluoropiperidin-1-yl)-3-fluoroimidazo[1,2-a]pyrazine-6-yl)carbamate